COC(CN1CCCC1)COC 1-(2,3-dimethoxypropyl)-pyrrolidine